Cl(=O)(=O)(=O)O.C(CC)N1CN(C=C1)C 1-propyl-3-methylimidazole perchlorate salt